2-(4-chlorophenyl)-4-oxo-4-phenylbutyronitrile ClC1=CC=C(C=C1)C(C#N)CC(C1=CC=CC=C1)=O